ClC1=NN=C2N1C1=CC=CC=C1C(=N2)N(C)C=2C=C(C=CC2)C2=CC=C(C=C2)S(=O)(=O)CC(C)C chloro-N-(4'-(isobutylsulfonyl)-[1,1'-biphenyl]-3-yl)-N-methyl-[1,2,4]triazolo[4,3-a]quinazolin-5-amine